4-(5-(5-(ethoxycarbonyl)-3-methyl-1H-pyrazol-1-yl)pentyl)-1-ethyl-1H-pyrazole-5-carboxylic acid C(C)OC(=O)C1=CC(=NN1CCCCCC=1C=NN(C1C(=O)O)CC)C